β-phenylcinnamaldehyde C1(=CC=CC=C1)C(=CC=O)C1=CC=CC=C1